4-methyl-benzenesulfonic acid [(2R)-2-(6-benzoylaminopurine-9-yl)-2-[(1S)-1-[[bis(4-methoxyphenyl)-phenyl-methoxy] methyl]-1-(hydroxymethyl)-2-triisopropylsilyloxy-ethoxy] ethyl] ester C(C1=CC=CC=C1)(=O)NC1=C2N=CN(C2=NC=N1)[C@@H](COS(=O)(=O)C1=CC=C(C=C1)C)O[C@@](CO[Si](C(C)C)(C(C)C)C(C)C)(CO)COC(C1=CC=CC=C1)(C1=CC=C(C=C1)OC)C1=CC=C(C=C1)OC